C(C)(C)(C)C1=CC(=CC=C1O)C 6-t-butyl-4-methyl-phenol